C(C)(C)(C)OC(=O)N1CC(CC1)N1C(NC2=NC=CC=C21)=O 3-(2-oxo-2,3-dihydro-1H-imidazo[4,5-b]pyridin-1-yl)pyrrolidine-1-carboxylic acid tert-butyl ester